tert-butyl 3,5-dimethyl-piperazine-1-carboxylate CC1CN(CC(N1)C)C(=O)OC(C)(C)C